FC1=C(C=C(C=C1)F)[C@@]12N(CC[C@H]2C1)C1=NC=2N(C=C1)N=CC2C=2SC(=NN2)C(C)C 2-(5-((1R,5S)-1-(2,5-difluorophenyl)-2-azabicyclo[3.1.0]hexan-2-yl)pyrazolo[1,5-a]pyrimidin-3-yl)-5-isopropyl-1,3,4-thiadiazole